COC(=O)/C=C/C1=CC(=C(C=C1)O)O The molecule is an alkyl caffeate ester formed by the formal condensation of caffeic acid with methyl alcohol. It is an alkyl caffeate ester and a methyl ester.